[C@@H]1([C@H](O)[C@H](O)[C@H](O1)CO)N1C=CC2=CC(=CC=C12)[N+](=O)[O-] 1-β-D-ribofuranosyl-(5-nitroindole)